(1S,3S)-3-((6-(5-((5-(cyclopropylmethyl)-2H-tetrazol-2-yl)methyl)-1-methyl-1H-1,2,3-triazol-4-yl)pyridin-3-yl)oxy)cyclohexane-1-carboxylic acid C1(CC1)CC=1N=NN(N1)CC1=C(N=NN1C)C1=CC=C(C=N1)O[C@@H]1C[C@H](CCC1)C(=O)O